N(N)C1=CC=C(C=N1)[S@](=O)(C(C)C)=N (R)-(6-hydrazineylpyridin-3-yl)(imino)(isopropyl)-λ6-sulfanone